N#CC1=NC(=NC=C1)N(C(OC(C)(C)C)=O)C(=O)OC(C)(C)C 1,1-di(methyl)ethyl N-[4-(azanylidynemethyl)pyrimidin-2-yl]-N-[1,1-di(methyl)ethoxycarbonyl]carbamate